bis(t-butanesulfonyl)diazomethane C(C)(C)(C)S(=O)(=O)C(=[N+]=[N-])S(=O)(=O)C(C)(C)C